4-Nitro-N-(4-(trifluoromethyl)pyridin-2-yl)benzamide [N+](=O)([O-])C1=CC=C(C(=O)NC2=NC=CC(=C2)C(F)(F)F)C=C1